C(=O)(OC(C)(C)C)NC(C(=O)O)C(C)(C)OC N-Boc-Amino-3-methoxy-3-methyl-butanoic acid